4-[(propan-2-yl)amino]-6-{[4-({4-[(propan-2-yl)amino]-6-sulfanyl-1,3,5-triazin-2-yl}amino)phenyl]amino}-1,3,5-triazine-2-thiol CC(C)NC1=NC(=NC(=N1)NC1=CC=C(C=C1)NC1=NC(=NC(=N1)NC(C)C)S)S